(R)-1-(2-(2-chlorobenzoyl)hydrazinecarbonyl)-N-(pyridin-3-yl)pyrrolidine-2-carboxamide ClC1=C(C(=O)NNC(=O)N2[C@H](CCC2)C(=O)NC=2C=NC=CC2)C=CC=C1